CC1C[C@H](NC1)C(=O)N1[C@@H](C[C@@H](C1)C)C(=O)NCC(=O)O 4-methylprolyl-(2S,4S)-4-methylprolyl-glycine